hexahydro-1,3-diazine N1CNCCC1